C(C)(C)(C)[N-][Si](C)(C)C tert-butyl-trimethylsilyl-amide